COC1=C(C=CC(=C1)OC)COC(=O)[C@@H]1[C@@H](CCC1)C(=O)O (1R,2S)-2-[(2,4-dimethoxyphenyl)methoxycarbonyl]cyclopentanecarboxylic acid